BrC1=CC(=C2C(=N1)C(CC2)C)C(=O)OC methyl 2-bromo-7-methyl-6,7-dihydro-5H-cyclopenta[b]pyridine-4-carboxylate